C1(=CC=CC=C1)C=1C=C2C=CN(C2=C(C1)C(=O)N[C@@H](C)C1=CC=C(C(=O)O)C=C1)CC1=CC=C(C=C1)C(F)(F)F (S)-4-(1-(5-phenyl-1-(4-(trifluoromethyl)benzyl)-1H-indol-7-amido)ethyl)benzoic acid